chlorodimethyl-(3-(pentan-2-yl)-1H-inden-1-yl)silane Cl[Si](C1C=C(C2=CC=CC=C12)C(C)CCC)(C)C